C(C1=CC=CC=C1)OC(=O)C=1SC2=C(C1)C=C(C=C2)C(F)(F)P(O)(O)=O ({2-[(benzyloxy)carbonyl]-1-benzothien-5-yl}difluoromethyl)phosphonic acid